C(C)(C)(C)OC(=O)N(C1=CC(=NC=2N1N=CC2C2CC2)N[C@@H]2CN(CCC2)C(=O)OC(C)(C)C)C2=CC(=CC=C2)F (S)-tert-Butyl 3-((7-((tert-butoxycarbonyl)(3-fluorophenyl)amino)-3-cyclopropylpyrazolo[1,5-a]pyrimidin-5-yl)amino)piperidine-1-carboxylate